CC1=C(C(=O)N[C@H](C)C2=CC(=NC3=CC=CC=C23)C2=NN(C=C2)C)C=C(C=C1)N1CCN(C2(CC2)C1)C (R)-2-methyl-N-(1-(2-(1-methyl-1H-pyrazol-3-yl)quinolin-4-yl)ethyl)-5-(4-methyl-4,7-diazaspiro[2.5]octan-7-yl)benzamide